NC=1SC=C(N1)[C@@H]1N(CCC1)C1=CC=C(CNC(OC(C)(C)C)=O)C=C1 tert-butyl (R)-(4-(2-(2-aminothiazol-4-yl)pyrrolidin-1-yl)benzyl)carbamate